C(C)(C)(C)OC(=O)N(S(=O)(=O)C=1C=C2CC(CC2=CC1)N1C(C2=CC(=CC(=C2C1)C(C)NC1=C(C(=O)OC(C)(C)C)C=CC=C1)C)=O)C(=O)OC(C)(C)C tert-butyl 2-(1-(2-(5-(bis(tert-butoxycarbonyl)sulfamoyl)indan-2-yl)-6-methyl-1-oxo-isoindolin-4-yl)ethylamino)benzoate